tert-butyl 4-((1-ethoxy-2-methyl-1-oxopropan-2-yl)oxy)benzoate C(C)OC(C(C)(C)OC1=CC=C(C(=O)OC(C)(C)C)C=C1)=O